BrC1=NN(C2=C1C=NC(=C2)NC(C)=O)C2=NC(=NC(=C2)C)C(C)(F)F N-(3-bromo-1-(2-(1,1-difluoroethyl)-6-methylpyrimidin-4-yl)-1H-pyrazolo[4,3-C]pyridin-6-yl)acetamide